dl-4,6-dimethoxy-pyrimidin-2-amine COC1=NC(=NC(=C1)OC)N